C1(CC1)C1=CC(=NN1)NC1=NC(=NC2=CC=CC=C12)C=1C=NC(=CC1)N1CC2N(C(C1)C2)CC=2C=NC(=CC2)OC N-(5-cyclopropyl-1H-pyrazol-3-yl)-2-(6-(6-((6-methoxypyridin-3-yl)methyl)-3,6-diazabicyclo[3.1.1]heptan-3-yl)pyridin-3-yl)quinazolin-4-amine